NC1=C(C=C(C=C1)C1=CN(C=2N=CN=C(C21)N)C)F 5-(4-AMINO-3-FLUOROPHENYL)-7-METHYL-7H-PYRROLO[2,3-D]PYRIMIDIN-4-AMINE